C(CCCCCCCC)C1=C(C=CC=C1)OI (nonylphenyloxy)-iodine